BrC=1C=C2CCN(C(C2=C(C1)NC)=O)CC(F)(F)F 6-bromo-8-(methyl-amino)-2-(2,2,2-trifluoroethyl)-3,4-dihydroisoquinolin-1-one